tert-butyl (4-((6-methyl-2-(4-((1-(2-(N-methylmethylsulfonamido)benzoyl)indolin-5-yl)sulfonyl)piperazin-1-yl)pyrimidin-4-yl)oxy)but-2-yn-1-yl)carbamate CC1=CC(=NC(=N1)N1CCN(CC1)S(=O)(=O)C=1C=C2CCN(C2=CC1)C(C1=C(C=CC=C1)N(S(=O)(=O)C)C)=O)OCC#CCNC(OC(C)(C)C)=O